2-[4-(4-methanesulfinyl-phenyl)-6-(4-hydroxypiperidin-1-yl)pyrimidin-2-ylamino]-4-methylthiazole-5-carboxylic acid ethyl ester C(C)OC(=O)C1=C(N=C(S1)NC1=NC(=CC(=N1)C1=CC=C(C=C1)S(=O)C)N1CCC(CC1)O)C